C1(=CC=CC=C1)C1=C(C=2C(=CC3=C4C=CC=CC4=C(C=C3C2C=C1)NC1=CC=C(C=C1)C(C)(C)C)NC1=CC=C(C=C1)C(C)(C)C)C1=CC=CC=C1 diphenyl-N,N'-bis(4-tert-butylphenyl)chrysene-6,12-diamine